6-[(1S,4S)-2,5-diazabicyclo[2.2.1]heptan-2-yl]-N-(2-fluoro-3-methyl-phenyl)pyrido[3,2-d]pyrimidin-4-amine [C@@H]12N(C[C@@H](NC1)C2)C=2C=CC=1N=CN=C(C1N2)NC2=C(C(=CC=C2)C)F